C(C)(C)(C)OC(=O)N(C(OC(C)(C)C)=O)C1=C(C(=CC=C1[N+](=O)[O-])N(C)C1=CC=C(C=C1)C(F)(F)F)F tert-Butyl N-tert-butoxycarbonyl-N-[2-fluoro-6-nitro-3-[[4-(trifluoromethyl)phenyl]-methylamino]phenyl]carbamate